2-methyl-4-((6-methylpyridin-2-yl)oxy)aniline CC1=C(N)C=CC(=C1)OC1=NC(=CC=C1)C